C(C)(=O)N1CCN(CC1)C1=C(C=C(C(=C1)OC)NC1=NC=NC(=C1)N1OCC[C@@H]1C=1C=C(C=CC1)C1=CC(=CC(=C1)F)F)NC(C=C)=O (R)-N-(2-(4-acetylpiperazin-1-yl)-5-((6-(3-(3',5'-difluoro-[1,1'-biphenyl]-3-yl)isooxazolidin-2-yl)pyrimidin-4-yl)amino)-4-methoxyphenyl)acrylamide